(S)-5-(4-((1-(5-(3,5-difluorophenyl)-4,5-dihydro-1H-pyrazole-1-carbonyl)azetidin-3-yl)oxy)-5-fluoropyridin-2-yl)-1-methyl-1H-pyrazole-4-carbonitrile FC=1C=C(C=C(C1)F)[C@@H]1CC=NN1C(=O)N1CC(C1)OC1=CC(=NC=C1F)C1=C(C=NN1C)C#N